S1CSCC1 dihydro-1,3-dithiol